ClC=1C=NC=C(C1NC(C1=CC(=C(C=C1)OC(F)F)OCC(F)(F)F)=O)Cl N-(3,5-dichloropyridin-4-yl)-4-difluoromethoxy-3-(2,2,2-Trifluoroethoxy)-benzamide